tert-butyl 4-((4-(8-chloro-7-(3,4-diaminophenoxy)quinoxalin-2-yl)-1H-pyrazol-1-yl)methyl)piperidine-1-carboxylate ClC=1C(=CC=C2N=CC(=NC12)C=1C=NN(C1)CC1CCN(CC1)C(=O)OC(C)(C)C)OC1=CC(=C(C=C1)N)N